C(CCCCCCCCCCCCCCCCCS)S 1,18-octadecanedithiol